C1(CC(C(CC1)N)N)N 1,3,4-cyclohexanetriamine